(1-(3,3-difluorocyclobutyl)-1H-pyrazolo[3,4-b]pyridin-6-yl)-4-((2-hydroxyethyl)sulfonamido)-2-(6-azaspiro[2.5]octan-6-yl)benzamide FC1(CC(C1)N1N=CC=2C1=NC(=CC2)C=2C(=C(C(=O)N)C=CC2NS(=O)(=O)CCO)N2CCC1(CC1)CC2)F